6,6-dimethyl-3-azabicyclo[3.1.0]hexane-3-carboxylate CC1(C2CN(CC12)C(=O)[O-])C